NC=1C=C2C(=NC1C(C)(C)O)OC1=C2C=CC=C1 2-(3-aminobenzofuro[2,3-b]pyridin-2-yl)propan-2-ol